C(C)(C)(C)OC(NC1C(N(CCC1)C=1C=NC=CC1Cl)=O)=O (1-(4-chloropyridin-3-yl)-2-oxopiperidin-3-yl)carbamic acid tert-butyl ester